[C@H]12CN(C[C@H](CC1)N2)C=2C1=C(N=C(N2)OC[C@H]2N(CCC2)C)CN(CC1)C1=CN=CC2=CC=CC(=C12)Cl 4-((1R,5S)-3,8-diazabicyclo[3.2.1]octan-3-yl)-7-(5-chloroisoquinolin-4-yl)-2-(((S)-1-methylpyrrolidin-2-yl)methoxy)-5,6,7,8-tetrahydropyrido[3,4-d]pyrimidine